Dichloro(1,5-cyclooctadiene) platinum (II) [Pt+2].ClC1=C(CCC=CCC1)Cl